ClC=1C=CC2=C([C@H](C(CCN2)(F)F)CO)C1 (5S)-7-chloro-4,4-difluoro-5-(hydroxymethyl)-2,3,4,5-tetrahydro-1H-1-benzazepin